7-bromo-N-((1R,2R,4S)-7-cyano-7-azabicyclo[2.2.1]heptan-2-yl)-1-oxo-1,2-dihydro-3-isoquinolinecarboxamide BrC1=CC=C2C=C(NC(C2=C1)=O)C(=O)N[C@H]1[C@H]2CC[C@@H](C1)N2C#N